3,4-dimethylvaleric acid CC(CC(=O)O)C(C)C